C(C1=CC=CC=C1)N1N=NC(=C1)C1=C(C=CC=C1)Cl 1-Benzyl-4-(2-chlorophenyl)-1,2,3-triazole